methyl 3-((2-(1H-pyrazol-1-yl)ethyl)amino)-4-amino-5-chlorobenzoate N1(N=CC=C1)CCNC=1C=C(C(=O)OC)C=C(C1N)Cl